O=C1NC(CCC1N1C(C2=CC=C(C=C2C1)N1CCN(CC1)CCCN1CCN(CC1)C1=CC=C(C(=O)C=2C3=C(SC2C2=CC=C(C=C2)F)C=C(C=C3)B(O)O)C=C1)=O)=O (3-(4-(4-(3-(4-(2-(2,6-dioxopiperidin-3-yl)-1-oxoisoindolin-5-yl)piperazin-1-yl)propyl)piperazin-1-yl)benzoyl)-2-(4-fluorophenyl)benzo[b]thiophen-6-yl)boronic acid